FC1=C(C=CC=C1Cl)NC(C1=CC=C(C=C1)OC(C(=O)NC1=CC=C(C=C1)Cl)C)=O N-(2-fluoro-3-chlorophenyl)-4-((1-((4-chlorophenyl)amino)-1-oxopropan-2-yl)oxy)benzamide